[GeH3][GeH2][GeH2][GeH3] Tetragermane